5-[4-(2,4-dioxo-hexahydropyrimidin-1-yl)-7-isoquinolinyl]Pent-4-ynealdehyde O=C1N(CCC(N1)=O)C1=CN=CC2=CC(=CC=C12)C#CCCC=O